BrC=1C=C(C=C(C1)C)COCCOC1OCCCC1 2-[2-[(3-bromo-5-methylphenyl)methoxy]ethoxy]Oxane